C(C1=CC=CC=C1)(=O)ON=C(C)C 2-benzoyloxyiminopropan